BrC1=CC=C2C3=C1C(OB3OCCO2)CNC(OC(C)(C)C)=O tert-butyl ((3-bromo-7,8-dihydro-2H-1,6,9-trioxa-9a-borabenzo[cd]azulen-2-yl)methyl)carbamate